methyl 1-methyl-5-nitro-1H-imidazole-2-carboxylate CN1C(=NC=C1[N+](=O)[O-])C(=O)OC